Rac-N-(7-chloro-6-(4-(4-hydroxy-3-methyltetrahydrofuran-3-yl)piperazin-1-yl)isoquinolin-3-yl)-6-oxaspiro[2.5]octane-1-carboxamide ClC1=C(C=C2C=C(N=CC2=C1)NC(=O)C1CC12CCOCC2)N2CCN(CC2)C2(COCC2O)C